NC1=C(C=C(C(=O)N[C@H]2C[C@@H](CCC2)C#CC2=C3CN(C(C3=CC=C2)=O)C2C(NC(CC2)=O)=O)C=C1)OC 4-amino-N-[(1R,3R)-3-{2-[2-(2,6-dioxopiperidin-3-yl)-1-oxo-3H-isoindol-4-yl]ethynyl}cyclohexyl]-3-methoxybenzamide